1-[1-methyl-6-(4,4,5,5-tetramethyl-1,3,2-dioxaborolan-2-yl)indazol-3-yl]hexahydropyrimidine-2,4-dione Potassium acetate C(C)(=O)[O-].[K+].CN1N=C(C2=CC=C(C=C12)B1OC(C(O1)(C)C)(C)C)N1C(NC(CC1)=O)=O